C12CNCC(C1C1=C3CN(CC3=CC(=C1F)F)C1C(NC(CC1)=O)=O)C2 4-(3-Azabicyclo[3.1.1]heptane-6-yl)-2-(2,6-dioxopiperidin-3-yl)-5,6-difluoroisoindoline